ethyl (R)-but-3-en-2-yl(2,2-dimethoxyethyl)carbamate C[C@H](C=C)N(C(OCC)=O)CC(OC)OC